1-(3-Fluoro-5-fluoromethoxypyridin-4-yl)-7-methoxy-3-methyl-8-(1-methyl-1H-pyrazol-4-yl)-1,3-dihydroimidazo-[4,5-c]quinolin-2-one FC=1C=NC=C(C1N1C(N(C=2C=NC=3C=C(C(=CC3C21)C=2C=NN(C2)C)OC)C)=O)OCF